2-(2-((6-chlorohexyl)oxy)ethoxy)acetic acid ClCCCCCCOCCOCC(=O)O